C(C1=CC=CC=C1)C=1C=NC(=NC1)N1CCC(CC1)C=1C=NN2C1C=CC(=C2)C=2C=NN(C2)C 3-[1-(5-benzylpyrimidin-2-yl)piperidin-4-yl]-6-(1-methyl-1H-pyrazol-4-yl)pyrazolo[1,5-a]pyridine